ClC1=CC=C(C=C1)S[C@H]1C(=C([C@@](C=C1)(CC)CC#N)I)CC 2-((1S,4R)-4-((4-chlorophenyl)thio)-1,3-diethyl-2-iodocyclohexa-2,5-dien-1-yl)acetonitrile